FC1=C(C=CC(=C1N)[N+](=O)[O-])NCC1=CC(=CC=C1)C(F)(F)F 2-Fluoro-4-nitro-N1-(3-(trifluoromethyl)benzyl)benzene-1,3-diamine